3-bromo-5-(3,4-dihydrospiro[benzo[b][1,4]oxazine-2,1'-cyclopropane]-4-carbonyl)-2-hydroxybenzonitrile BrC=1C(=C(C#N)C=C(C1)C(=O)N1C2=C(OC3(CC3)C1)C=CC=C2)O